C(C)C=1C=C2C(=CC=NC2=C(C1)N1CCN(CC1)C)N1C(C2=CC=CC(=C2CC1)C=1C(=NN(C1)C)C(F)(F)F)=O 2-(6-ethyl-8-(4-methylpiperazin-1-yl)quinolin-4-yl)-5-(1-methyl-3-(trifluoromethyl)-1H-pyrazol-4-yl)-3,4-dihydroisoquinolin-1(2H)-one